2-(2,3-Bis((4-methoxybenzyl)oxy)phenyl)-2-oxoacetic acid COC1=CC=C(COC2=C(C=CC=C2OCC2=CC=C(C=C2)OC)C(C(=O)O)=O)C=C1